C[C@@H]1OC(O)[C@@H](O)[C@H](O)[C@@H]1O L-(-)-Fucose